FC(C=1C=C(C=CC1)N1C(C2=CC=CC=C2C1)=O)(F)F 2-(3-trifluoromethyl-phenyl)-2,3-dihydro-1H-isoindol-1-one